(1-methyl-2-oxo-1,2-dihydropyridin-4-yl)-4-(6-(piperazin-1-yl)pyridin-3-yl)pyrazolo[1,5-a]pyridine-3-carbonitrile CN1C(C=C(C=C1)C1=NN2C(C(=CC=C2)C=2C=NC(=CC2)N2CCNCC2)=C1C#N)=O